SC(C(=O)O)(C)C α-mercapto-isobutyric acid